N-(2-chloro-4-(trifluoromethyl)phenyl)-1-(4-((1-(2-(2,6-dioxopiperidin-3-yl)-1,3-dioxoisoindoline-5-yl)azetidin-3-yl)ethynyl)-1H-pyrazol-1-yl)cyclopentane-1-carboxamide ClC1=C(C=CC(=C1)C(F)(F)F)NC(=O)C1(CCCC1)N1N=CC(=C1)C#CC1CN(C1)C=1C=C2C(N(C(C2=CC1)=O)C1C(NC(CC1)=O)=O)=O